BrC=1C=C(C=CC1)CC(C(=O)OC)(C)C methyl 3-(3-bromophenyl)-2,2-dimethylpropanoate